S-benzothiazol-2-yl-N,N-dicyclohexyl-thiohydroxyl-amine S1C(=NC2=C1C=CC=C2)SON(C2CCCCC2)C2CCCCC2